Methanesulfonic acid Besylate S(=O)(=O)(O)C1=CC=CC=C1.CS(=O)(=O)O